S-((6-methoxy-4-oxo-3,4-dihydroquinazolin-2-yl)methyl) ethanethioate C(C)(SCC1=NC2=CC=C(C=C2C(N1)=O)OC)=O